COC1(CC=C(C=C1)\C=C/C1=CC=CC=C1)Cl (Z)-4-methoxy-4-chloro-stilbene